6-bromo-3-methyl-8-(trifluoromethyl)quinazolin-4(3H)-one BrC=1C=C2C(N(C=NC2=C(C1)C(F)(F)F)C)=O